FC1=CC=C(CC2C(N(CCN2)C2=CC=C(C=C2)C(C(=O)NO)=C)=O)C=C1 2-(4-(4-fluorobenzyl-2-oxopiperazin-1-yl)phenyl)-N-hydroxyacrylamide